ClC=1C=CC(=NC1C(F)(F)F)C(=O)C1CC(C1)C(F)(F)F (5-chloro-6-(trifluoromethyl)-pyridin-2-yl)(3-(trifluoromethyl)cyclobutyl)methanone